C(C1=CC=CC=C1)OC1=CC=C(C=C1)[C@@]12OC3=C([C@@]1([C@@H](C(C2C2=CC=CC=C2)C(=O)NOC)O)O)C(=CC(=C3)OC)OC (1R,3aR,8bS)-3a-(4-benzyloxyphenyl)-1,8b-dihydroxy-N,6,8-trimethoxy-3-phenyl-2,3-dihydro-1H-cyclopenta[b]benzofuran-2-carboxamide